ClC=1C=C(C(=O)NCC2=NC=C3C=CC(=NC3=C2)C2=NC(=CC(=C2)F)N2CCNC3(CC3)C2)C=C(C1)S(=O)(=O)C 3-chloro-N-((2-(4-fluoro-6-(4,7-diazaspiro[2.5]octan-7-yl)pyridin-2-yl)-1,6-naphthyridin-7-yl)methyl)-5-(methylsulfonyl)benzamide